2,2-dimethyl-8-(6-methyl-7-oxo-6,7-dihydro-1H-pyrrolo[2,3-c]pyridin-4-yl)-6-(piperidin-1-ylsulfonyl)-2H-1,4-benzoxazin-3(4H)-one CC1(OC2=C(NC1=O)C=C(C=C2C=2C1=C(C(N(C2)C)=O)NC=C1)S(=O)(=O)N1CCCCC1)C